(±)-(trans)-N-(8-chloro-6-(4-methylpyridin-3-yl)-7-(trifluoromethyl)isoquinolin-3-yl)-2-cyanocyclopropanecarboxamide ClC=1C(=C(C=C2C=C(N=CC12)NC(=O)[C@H]1[C@@H](C1)C#N)C=1C=NC=CC1C)C(F)(F)F |r|